ClC=1C=C2C(=CC(=NC2=CC1)C)C(=O)N[C@@H]1CCO[C@]12O[C@@H]([C@@H]([C@@H]([C@H]2O)N2N=CC(=C2)C2=CC(=C(C(=C2)F)F)F)O)CO 6-chloro-N-((4R,5S,7R,8R,9S,10R)-8,10-dihydroxy-7-(hydroxymethyl)-9-(4-(3,4,5-trifluorophenyl)-1H-pyrazol-1-yl)-1,6-dioxaspiro[4.5]decan-4-yl)-2-methylquinoline-4-carboxamide